C(=O)(OC(C)C)OOC(=O)OC(C)C di(isopropyl) peroxydicarbonate